(3S,4S)-1-(4-(((S)-2-nonanamido-3-(octylamino)-3-oxopropyl)carbamoyl)benzoyl)-N3,N4-bis((1S,2R)-2-phenylcyclopropyl)pyrrolidine-3,4-dicarboxamide C(CCCCCCCC)(=O)N[C@@H](CNC(=O)C1=CC=C(C(=O)N2C[C@H]([C@@H](C2)C(=O)N[C@@H]2[C@H](C2)C2=CC=CC=C2)C(=O)N[C@@H]2[C@H](C2)C2=CC=CC=C2)C=C1)C(=O)NCCCCCCCC